COCC1(CCN(CC1)CC1=CC=C(C=C1)NC(C)=O)CCC1=CC=CC=C1 N-(4-((4-(methoxymethyl)-4-phenethylpiperidin-1-yl)methyl)phenyl)acetamide